Methyl 3-(5-(1,4-dimethyl-1H-1,2,3-triazol-5-yl)-3-nitropyridin-2-yl)-4-iodo-1-(methyl-d3)-1H-pyrazole-5-carboxylate CN1N=NC(=C1C=1C=C(C(=NC1)C1=NN(C(=C1I)C(=O)OC)C([2H])([2H])[2H])[N+](=O)[O-])C